p-butoxybenzoic acid CCCCOC1=CC=C(C=C1)C(=O)O